ethyl 6-(1-(tert-butoxycarbonyl)-1,2,3,6-tetrahydropyridin-4-yl)pyrazolo[1,5-b]pyridazine-3-carboxylate C(C)(C)(C)OC(=O)N1CCC(=CC1)C=1C=CC=2N(N1)N=CC2C(=O)OCC